S-(4-nitrobenzyl)-6-thioinosine [N+](=O)([O-])C1=CC=C(CSC=2C=3N=CN([C@H]4[C@H](O)[C@H](O)[C@@H](CO)O4)C3N=CN2)C=C1